(S)-2-(4-oxo-1,2,3,4-tetrahydronaphthalen-1-yl)isoindoline-1,3-dione O=C1CC[C@@H](C2=CC=CC=C12)N1C(C2=CC=CC=C2C1=O)=O